BrC=1C=C(N(N1)CCO)C(CCCCOC)=O 1-[5-bromo-2-(2-hydroxyethyl)pyrazol-3-yl]-5-methoxy-pentan-1-one